FC1=CC=C(C=C1)N1N=NC(=C1COC1=CC=C2C(=N1)CN(C2)C(=O)C2CCOCC2)C 1-(4-fluorophenyl)-4-methyl-5-({[6-(oxane-4-carbonyl)-5H,6H,7H-pyrrolo[3,4-b]pyridin-2-yl]oxy}methyl)-1H-1,2,3-triazole